3,5-dichloro-6-ethylpyrazineformamide (1E,3Z)-ethyl-3-(furan-3-carbonyl)-4-hydroxy-2-phenylcyclooctane-1,3-dieneformate C(C)OC(=O)\C\1=C(\C(=C(/CCCC1)\O)\C(=O)C1=COC=C1)/C1=CC=CC=C1.ClC=1C(=NC(=C(N1)Cl)CC)C(=O)N